2,5-diiodo-1,4-dimethoxybenzene IC1=C(C=C(C(=C1)OC)I)OC